tert-butyl N-[4-chloro-6-(2,5-difluorophenyl)pyrimidin-5-yl]carbamate ClC1=NC=NC(=C1NC(OC(C)(C)C)=O)C1=C(C=CC(=C1)F)F